2'-Hydroxy-6'-methoxy-4-methylchalcone OC1=C(C(/C=C/C2=CC=C(C=C2)C)=O)C(=CC=C1)OC